2,6-Octadienal C(C=CCCC=CC)=O